dicyclohexyl-(3-methoxyphenyl)phosphine C1(CCCCC1)P(C1=CC(=CC=C1)OC)C1CCCCC1